6-(2-bromobenzylamino)-9-β-D-arabinofuranosylpurine BrC1=C(CNC2=C3N=CN(C3=NC=N2)[C@H]2[C@@H](O)[C@H](O)[C@H](O2)CO)C=CC=C1